C(C)(C)(C)OC(=O)N1[C@@H](CN([C@H](C1)C)C=1C2=C(N=CN1)N(C(=C2C(F)(F)F)C)COCC[Si](C)(C)C)C (2R,5S)-2,5-dimethyl-4-(6-methyl-5-(trifluoromethyl)-7-((2-(trimethylsilyl)ethoxy)methyl)-7H-pyrrolo[2,3-d]pyrimidin-4-yl)piperazine-1-carboxylic acid tert-butyl ester